ethyl 7-chloro-8-fluoro-5-methyl-2,3,4,5-tetrahydrobenzo[b][1,4]oxazepine-9-carboxylate ClC1=CC2=C(OCCCN2C)C(=C1F)C(=O)OCC